NC1=C(C=C(C=C1)C)C(=O)C1=NC=CC(=C1)Cl (2-amino-5-methylphenyl)-(4-chloropyridin-2-yl)-methanone